C(C)OCOC1=C(C(=CC(=C1)C(F)(F)F)C)C1=CC2=C(N=N1)N(CC2)[C@H]2CN(CC[C@H]2O)C(=O)OC(C)(C)C tert-butyl (3S,4R)-3-(3-(2-(ethoxymethoxy)-6-methyl-4-(trifluoromethyl)phenyl)-5,6-dihydro-7H-pyrrolo[2,3-c]pyridazin-7-yl)-4-hydroxypiperidine-1-carboxylate